C(C1=CC=CC=C1)N1C([C@@](CC1=O)([C@H]1N(CCC1)C(=O)OC(C)(C)C)C)=O tert-butyl (2S,3'S)-1'-benzyl-3'-methyl-2',5'-dioxo-[2,3'-bipyrrolidine]-1-carboxylate